3-(4-(4-(4-(trifluoromethyl)phenoxy)piperidin-1-yl)phenyl)oxetan-3-ol FC(C1=CC=C(OC2CCN(CC2)C2=CC=C(C=C2)C2(COC2)O)C=C1)(F)F